trans-4-[5-(4-[[(3R)-3-Methylpiperazin-1-yl]methyl]phenyl)-2-[(3,3,3-trifluoropropyl)amino]-7H-pyrrolo[2,3-d]pyrimidin-7-yl]cyclohexan-1-ol hydrochloride Cl.C[C@@H]1CN(CCN1)CC1=CC=C(C=C1)C1=CN(C=2N=C(N=CC21)NCCC(F)(F)F)[C@@H]2CC[C@H](CC2)O